NC1=NC=CC=C1C1=NC=2C(=NC(=CC2)N2N=CC=C2)N1C=1C=C2CC[C@@H](C2=CC1)NCC=1C(=CC(=C(C=O)C1)O)F 5-({[(1S)-5-[2-(2-aminopyridin-3-yl)-5-(pyrazol-1-yl)imidazo[4,5-b]pyridin-3-yl]-2,3-dihydro-1H-inden-1-yl]amino}methyl)-4-fluoro-2-hydroxybenzaldehyde